2-(4-T-butylphenyl)quinoline C(C)(C)(C)C1=CC=C(C=C1)C1=NC2=CC=CC=C2C=C1